C1(CC1)CN1[C@H]2[C@@]3(CC[C@]([C@H]4[C@]3(CC1)C1=C(O4)C(=CC=C1C2)OC)(O)C2(CC2)O)O (4R,4aS,7R,7aR,12bS)-3-(cyclopropylmethyl)-7-(1-hydroxycyclopropyl)-9-methoxy-1,2,3,4,5,6,7,7a-octahydro-4aH-4,12-methanobenzofuro[3,2-e]isoquinoline-4a,7-diol